[C-](S(=O)(=O)C(F)(F)F)(S(=O)(=O)C(F)(F)F)S(=O)(=O)C(F)(F)F.C1(=CC=CC=C1)[Sn+](C1=CC=CC=C1)C1=CC=CC=C1 triphenyltin tris(trifluoromethanesulfonyl)methide